sodium azulenesulfonate hydrate O.C1(=CC=C2C=CC=CC=C12)S(=O)(=O)[O-].[Na+]